BrC=1C=C2CC3(OCC2=C(C1)C=O)CC3 6'-bromospiro[cyclopropane-1,3'-isochroman]-8'-carbaldehyde